1-Azabicyclo[3.2.2]nonan-4-yl (2-(4-(5-(3-methoxypropoxy)pyrazin-2-yl)phenyl)propan-2-yl)carbamate COCCCOC=1N=CC(=NC1)C1=CC=C(C=C1)C(C)(C)NC(OC1CCN2CCC1CC2)=O